C(C1=CC=CC=C1)(=O)C1=CC=C(C=C1)SC1=CC=C(C=C1)C(C(C)(C)S(=O)(=O)C1=CC=C(C)C=C1)=O 1-(4-(4-benzoylphenylthio)phenyl)-2-tosyl-2-methyl-1-propanone